S1C=CC(C2=CC=CC=C12)=O 1-thiochromone